triethylorthoformic acid C(C)OC(OCC)OCC